Vinylindanone C(=C)C1C(C2=CC=CC=C2C1)=O